OCCN(CCN)C(=O)OC(C)(C)C N-(2-hydroxyethyl)-N-(tert-butoxycarbonyl)ethylenediamine